CN(CCNC([O-])=O)C (2-(dimethylamino)ethyl)carbamate